F[C@@H]1[C@@H](C1)C(=O)N1CC(C1)NC(OC(C)(C)C)=O tert-butyl {1-[(1S,2S)-2-fluorocyclopropane-1-carbonyl]azetidin-3-yl}carbamate